C1(=CC=C(C=C1)C#N)C1=CC=CC=C1 [1,1'-biphenyl]-4-nitrile